C(C#CC)(=O)N1C[C@H](CC1)N1N=C(C2=C1C(NN=C2N)=O)C2=CC1=C(S2)C(=CC(=C1)C)OC (S)-1-(1-but-2-ynoylpyrrolidin-3-yl)-4-amino-3-(7-methoxy-5-methylbenzo[b]thiophen-2-yl)-1,6-dihydro-7H-pyrazolo[3,4-d]pyridazin-7-one